N''-(benzyl)diethylenetriamine C(C1=CC=CC=C1)NCCNCCN